N~1~-[2-(1,1-dioxido-2,3-dihydro-1,4-benzothiazepin-4(5H)-yl)-6-methylquinolin-4-yl]-2-methylpropane-1,2-diamine O=S1(CCN(CC2=C1C=CC=C2)C2=NC1=CC=C(C=C1C(=C2)NCC(C)(N)C)C)=O